FC1=CC=C(C=C1)C[C@@H](C(=O)N[C@H](C(=O)N[C@H](CO)C[C@H]1C(NCCC1)=O)CC(C)C)NC(=O)C1=NOC(=C1)C N-((S)-3-(4-fluorophenyl)-1-(((S)-1-(((S)-1-hydroxy-3-((S)-2-oxopiperidin-3-yl)propan-2-yl)amino)-4-methyl-1-oxopentan-2-yl)amino)-1-oxopropan-2-yl)-5-methylisoxazole-3-carboxamide